O1CC=C2C1=C1C(C=C2)=CC=C1 cyclopenta-benzofuran